1-[2-(2-methylpyrazol-3-yl)phenyl]methanamine CN1N=CC=C1C1=C(C=CC=C1)CN